ClC1=CC=C(C=C1)N1C=NC2=C1C1=C(OC2=O)C=CC=C1 1-(4-chlorophenyl)-[1]benzopyrano[3,4-d]imidazol-4(1H)-one